1-(4-(((3R,5R)-5-((1H-1,2,4-triazol-1-yl)methyl)-5-(2,4-difluorophenyl)tetrahydrofuran-3-yl)methoxy)-3-methylphenyl)piperazine N1(N=CN=C1)C[C@@]1(C[C@@H](CO1)COC1=C(C=C(C=C1)N1CCNCC1)C)C1=C(C=C(C=C1)F)F